4-(2-((1s,2s)-2-(2-isopropylphenyl)cyclopentyl)-2,7-diazaspiro[3.5]nonan-7-yl)benzoic acid C(C)(C)C1=C(C=CC=C1)[C@H]1[C@H](CCC1)N1CC2(C1)CCN(CC2)C2=CC=C(C(=O)O)C=C2